tert-butyl 6-(2,6-dioxopyridin-3-yl)-5,7-dioxo-3,5,6,7-tetrahydropyrrolo[3,4-f]isoindole-2(1H)-carboxylate O=C1NC(C=CC1N1C(C=2C=C3C(=CC2C1=O)CN(C3)C(=O)OC(C)(C)C)=O)=O